[Ru].C(C1=CC=CC=C1)=C1N(C(N(C1)C1=C(C=C(C=C1C)C)C)=C1C(CCC(C1)(Cl)Cl)P(C1CCCCC1)C1CCCCC1)C1=C(C=C(C=C1C)C)C Benzylidene-1,3-bis(2,4,6-trimethylphenyl)-2-imidazolidinylidenedichloro(tricyclohexyl-phosphine) ruthenium